C(C)(C)(C)OC(=O)N1[C@@H](C[C@H](C1)S(=O)(=O)C)C(=O)O (2S,4R)-1-(tert-butoxycarbonyl)-4-(methylsulfonyl)pyrrolidine-2-carboxylic acid